C(CCl)NC=O N-(2-chloroethyl)formamide